(R)-tert-butylsulfinyl-3-(methoxycarbonyl)aziridine-2-carboxylic acid C(C)(C)(C)S(=O)[N@@]1C(C1C(=O)OC)C(=O)O